2-(7-((2S,5R)-4-(1-(2,3-dihydro-[1,4]dioxino[2,3-b]pyridin-6-yl)ethyl)-2,5-diethylpiperazin-1-yl)-4-methyl-5-oxo-4,5-dihydro-2H-pyrazolo[4,3-b]pyridin-2-yl)acetonitrile O1CCOC2=NC(=CC=C21)C(C)N2C[C@@H](N(C[C@H]2CC)C=2C=1C(N(C(C2)=O)C)=CN(N1)CC#N)CC